C(CC=O)=O Propan-1,3-dione